4-(1-(4-chlorophenyl)ethoxy)-5-(methylcarbamoyl)-1H-pyrrole-2-carboxylic acid ClC1=CC=C(C=C1)C(C)OC=1C=C(NC1C(NC)=O)C(=O)O